bisundecyl phthalate C(C=1C(C(=O)OCCCCCCCCCCC)=CC=CC1)(=O)OCCCCCCCCCCC